6-chloro-1-(methyl-d3)-5-nitro-1H-indazole ClC1=C(C=C2C=NN(C2=C1)C([2H])([2H])[2H])[N+](=O)[O-]